NC1=NN2C(C=C(C=C2)C=2C(=C(C(=O)OC)C(=CC2)Cl)F)=N1 methyl 3-(2-amino-[1,2,4]triazolo[1,5-a]pyridin-7-yl)-6-chloro-2-fluorobenzoate